benzyl 2,3-dihydro-4H-1,4-oxazine-4-carboxylate O1CCN(C=C1)C(=O)OCC1=CC=CC=C1